6-chloro-2-(8-methoxy-[1,2,4]triazolo[1,5-a]pyridin-6-yl)-3,4-dimethyl-9H-carbazole ClC=1C=C2C=3C(=C(C(=CC3NC2=CC1)C=1C=C(C=2N(C1)N=CN2)OC)C)C